ClC1=CC=C(C=C1)C#CC1=C(N)C(=CC(=C1)[N+](=O)[O-])C1=NN(C=C1)C 2-((4-chlorophenyl)ethynyl)-6-(1-methyl-1H-pyrazol-3-yl)-4-nitroaniline